NC1=C(SC2=NC(=CC=C21)C)C(=O)NC2CC=1C(=CC(=NC1CC2)N2CC(C(C2)COC)N)F 3-amino-N-{2-[3-amino-4-(methoxymethyl)pyrrolidin-1-yl]-4-fluoro-5,6,7,8-tetrahydroquinolin-6-yl}-6-methylthieno[2,3-b]pyridine-2-carboxamide